C(#N)C1=NC2=CC(=CC(=C2N=C1C=1C=NN(C1)C1=CC=C(C=C1)C#N)[C@@H](C)NC1=C(C(=O)O)C=CC=C1)C (R)-2-((1-(2-cyano-3-(1-(4-cyanophenyl)-1H-pyrazol-4-yl)-7-methylquinoxalin-5-yl)ethyl)amino)benzoic acid